F[C@H]1CN(CC[C@@]1(C)O)C1=NC=CC(=N1)NC=1N=CC2=C(C=CC(=C2C1)C(C)C)N1CCS(CC1)(=O)=O 4-(3-((2-((3S,4R)-3-fluoro-4-hydroxy-4-methylpiperidin-1-yl)pyrimidin-4-yl)amino)-5-isopropylisoquinolin-8-yl)thiomorpholine 1,1-dioxide